2-(4-chloro-5-(morpholinomethyl)-6-oxopyridazin-1(6H)-yl)-N-(3-(N,N-dimethylsulfamoyl)-4-methylphenyl)acetamide ClC=1C=NN(C(C1CN1CCOCC1)=O)CC(=O)NC1=CC(=C(C=C1)C)S(N(C)C)(=O)=O